FC1=CC(=CC=2C=COC21)C2=NC=C(C=C2N2CCC(CCC2)C(=O)O)CCCOC 1-(2-(7-fluoro-1-benzofuran-5-yl)-5-(3-methoxypropyl)pyridin-3-yl)azepane-4-carboxylic acid